3-Keto-5α,16-androstene CC12CCC3C(C1CC=C2)CCC4C3(CCC(=O)C4)C